C(C)(C)(C)OC(=O)NCCCNCCC(=O)O 3-{3-[(tert-butoxycarbonyl)amino]propylamino}propionic acid